O1C(CCCC1)ON O-(tetrahydro-2H-pyran-2-yl)-hydroxylamine